5-([1,1'-biphenyl]-4-yl)-6-chloro-N-hydroxy-1H-indole-3-carboxamide C1(=CC=C(C=C1)C=1C=C2C(=CNC2=CC1Cl)C(=O)NO)C1=CC=CC=C1